COC1=C2C(=NNC2=CC=C1)CCN(C)C 2-(4-methoxy-1H-indazol-3-yl)-N,N-dimethylethan-1-amine